ethylenediaminetetraacetic acid nickel disodium salt [Na+].[Na+].[Ni+2].C(CN(CC(=O)[O-])CC(=O)[O-])N(CC(=O)[O-])CC(=O)[O-]